C(C=C)(=O)N1C[C@@H](N(CC1)C=1C2=C(N(CN1)C1=C(C=CC=C1CC)CC)N=C(C=C2)C2=C(C=CC=C2O)F)C (S)-4-(4-acryloyl-2-methylpiperazin-1-yl)-1-(2,6-diethylphenyl)-7-(2-fluoro-6-hydroxyphenyl)pyrido[2,3-d]pyrimidin